(4-(ethylsulfonyl)benzyl)-4-((2S)-2-(morpholinomethyl)-4-(4-(trifluoromethyl)phenyl)pyrrolidin-1-yl)benzamide C(C)S(=O)(=O)C1=CC=C(CC2=C(C(=O)N)C=CC(=C2)N2[C@@H](CC(C2)C2=CC=C(C=C2)C(F)(F)F)CN2CCOCC2)C=C1